2-bromo-N1,N1-di(naphthalen-1-yl)-N3,N3-di(naphthalen-2-yl)benzene-1,3-diamine BrC1=C(C=CC=C1N(C1=CC2=CC=CC=C2C=C1)C1=CC2=CC=CC=C2C=C1)N(C1=CC=CC2=CC=CC=C12)C1=CC=CC2=CC=CC=C12